FC=1C=C(C=CC1F)C=1C=C2C=CN(C2=C(C1)C(=O)NC1(CC1)C1=CC=C(C(=O)O)C=C1)CC1=CC=C(C=C1)C(F)(F)F 4-(1-(5-(3,4-difluorophenyl)-1-(4-(trifluoromethyl)benzyl)-1H-indole-7-carboxamido)cyclopropyl)benzoic acid